N-[5-[(4-chlorophenyl)methoxy]-1,3,4-thiadiazol-2-yl]-3-[2-(oxetan-3-yloxy)phenyl]pyridine-4-carboxamide ClC1=CC=C(C=C1)COC1=NN=C(S1)NC(=O)C1=C(C=NC=C1)C1=C(C=CC=C1)OC1COC1